(4-chlorophenyl)((5-(4-fluorophenyl)-6-isopropyl-1H-pyrazolo[4,3-g]isoquinolin-8-yl)imino)(methyl)-λ6-sulfanone ClC1=CC=C(C=C1)S(=O)(C)=NC1=NC(=C(C2=CC3=C(C=C12)NN=C3)C3=CC=C(C=C3)F)C(C)C